3-(1-hydroxyoctyl)quinoxaline ethyl-(Z)-2-((dimethylamino)methylene)-4,4-diethoxy-3-oxobutanoate C(C)OC(\C(\C(C(OCC)OCC)=O)=C/N(C)C)=O.OC(CCCCCCC)C=1C=NC2=CC=CC=C2N1